C(C1=CC=CC=C1)N1N=CC(=C1)C(=O)NC1=CC(=NC=C1)C(=O)NC(C)(C)C#N 4-[(1-benzyl-pyrazole-4-carbonyl)amino]-N-(1-cyano-1-methyl-ethyl)pyridine-2-carboxamide